C(#N)C1=C(C=C(C=C1)NC(C(CS(=O)C1=CC=C(C=C1)F)(C)O)=O)C(F)(F)F N-(4-cyano-3-(trifluoromethyl)phenyl)-3-((4-fluorophenyl)sulfinyl)-2-hydroxy-2-methylpropanamide